1-(4-(4-(4-amino-5-(4-((6-fluoropyridin-2-yl)oxy)phenyl)-7-methyl-7H-pyrrolo[2,3-d]pyrimidin-6-yl)-1H-pyrazol-1-yl)piperidin-1-yl)prop-2-en-1-one NC=1C2=C(N=CN1)N(C(=C2C2=CC=C(C=C2)OC2=NC(=CC=C2)F)C=2C=NN(C2)C2CCN(CC2)C(C=C)=O)C